6-ethynyl-7-(4-morpholinobicyclo[2.2.1]heptan-1-yl)-5-(quinolin-3-yl)-7H-pyrrolo[2,3-d]pyrimidine-4-amine C(#C)C1=C(C2=C(N=CN=C2N)N1C12CCC(CC1)(C2)N2CCOCC2)C=2C=NC1=CC=CC=C1C2